3-CHLORO-1-BENZOTHIOPHENE-2-CARBALDEHYDE ClC1=C(SC2=C1C=CC=C2)C=O